(2-(trifluoromethyl)pyrimidin-5-yl)methan FC(C1=NC=C(C=N1)C)(F)F